benzyl 2-(3-(4-(4-(2-(3-(3-amino-6-(2-hydroxyphenyl)pyridazin-4-yl)-3,8-diazabicyclo[3.2.1]octan-8-yl)pyrimidin-5-yl)piperidin-1-yl)cyclohexyl)isoxazol-5-yl)-3-methylbutanoate NC=1N=NC(=CC1N1CC2CCC(C1)N2C2=NC=C(C=N2)C2CCN(CC2)C2CCC(CC2)C2=NOC(=C2)C(C(=O)OCC2=CC=CC=C2)C(C)C)C2=C(C=CC=C2)O